N-(4-ethoxyphenyl)-8-(3,4-dimethoxystyryl)-9H-purin-6-amine C(C)OC1=CC=C(C=C1)NC1=C2N=C(NC2=NC=N1)C=CC1=CC(=C(C=C1)OC)OC